(S)-N-(2-cyclopropyl-5-(3-methyl-4-(oxetan-3-yl)piperazin-1-yl)pyridin-3-yl)-6-(1-(2,2,2-trifluoroethyl)-1H-pyrazol-4-yl)picolinamide C1(CC1)C1=NC=C(C=C1NC(C1=NC(=CC=C1)C=1C=NN(C1)CC(F)(F)F)=O)N1C[C@@H](N(CC1)C1COC1)C